O=C([C@H](C[C@H]1C(NCC1)=O)NC(=O)[C@H]1N(CC2(CC2)C1)C(C(C(F)(F)F)(C1=CC=CC=C1)O)=O)COC(F)(F)F (6S)-N-((S)-3-oxo-1-((S)-2-oxopyrrolidin-3-yl)-4-(trifluoromethoxy)butan-2-yl)-5-(3,3,3-trifluoro-2-hydroxy-2-phenylpropanoyl)-5-azaspiro[2.4]heptane-6-carboxamide